1-(4-(6-(2-(4-(3,3-difluorocyclobutoxy)pyridin-2-yl)acetamido)pyridazin-3-yl)butyl)-N-methyl-1H-1,2,3-triazole-4-carboxamide FC1(CC(C1)OC1=CC(=NC=C1)CC(=O)NC1=CC=C(N=N1)CCCCN1N=NC(=C1)C(=O)NC)F